mesitylenyl ethyl carbonate C(OC1=C(C=C(C=C1C)C)C)(OCC)=O